cyclohexen-1-yl acetate C(C)(=O)OC1=CCCCC1